C(#N)C1(CC1)C=1C=C(C(=O)NC=2C=NC(=C(C2)NC2=NC=CC=C2C2=C3N=CN(C3=NC=N2)C2OCCCC2)C)C=CN1 2-(1-cyanocyclopropyl)-N-(6-methyl-5-(3-(9-(tetrahydro-2H-pyran-2-yl)-9H-purin-6-yl)pyridin-2-ylamino)pyridin-3-yl)isonicotinamide